(2-AMINOPHENYL)BORONIC ACID HYDROCHLORIDE Cl.NC1=C(C=CC=C1)B(O)O